2-[(2S,4R)-4-hydroxy-1-[2-(3-methoxyisoxazol-5-yl)-3-methyl-butyryl]pyrrolidin-2-yl]-N,5-dimethyl-N-[[4-(4-methylthiazol-5-yl)phenyl]methyl]-1H-imidazole-4-carboxamide O[C@@H]1C[C@H](N(C1)C(C(C(C)C)C1=CC(=NO1)OC)=O)C=1NC(=C(N1)C(=O)N(CC1=CC=C(C=C1)C1=C(N=CS1)C)C)C